COC1=CC=C(C=N1)CN1C2CN(CC1C2)C2=CC=C(C=N2)C=2N=C(C1=C(N2)C=CS1)NC1=NNC(=C1)C 2-(6-(6-((6-methoxypyridin-3-yl)methyl)-3,6-diazabicyclo[3.1.1]heptan-3-yl)pyridin-3-yl)-N-(5-methyl-1H-pyrazol-3-yl)thieno[3,2-d]pyrimidin-4-amine